OC1=CC=C(C=N1)N1N=C(N=C1)C=O [1-(6-hydroxy-3-pyridinyl)-1,2,4-triazol-3-yl]methanone